Sulfosuccinimidyl 4-(N-maleimidomethyl)cyclohexane-1-carboxylate C1CC(CCC1CN2C(=O)C=CC2=O)C(=O)ON3C(=O)CC(C3=O)S(=O)(=O)O